((5-(benzyloxy)-1,2,3,4-tetrahydronaphthalen-2-yl)(propyl)amino)pentanol C(C1=CC=CC=C1)OC1=C2CCC(CC2=CC=C1)N(CCC)C(CCCC)O